ClC=1C=C(C=C(C1)Cl)N1CCN(CC1)C(C(CC(C)=O)CC=1N(N=C(C1)C)C)=O 1-[4-(3,5-dichlorophenyl)piperazin-1-yl]-2-[(2,5-dimethylpyrazol-3-yl)methyl]pentane-1,4-dione